COC(C1=CC=CC=C1)N1C2=CC=CC=C2C=2C=CN=CC12 9-(methoxybenzyl)-β-carboline